CN1C(C2=CC=CC=C2C(=N1)C(=O)N1CCNCC1)=O 2-methyl-4-(piperazine-1-carbonyl)phthalazin-1-one